N-((6-((3R,5S)-3,5-Dimethylpiperazin-1-yl)pyridin-2-yl)methyl)-5-(1-isopropyl-1H-pyrazol-4-yl)-7H-pyrrolo[2,3-d]pyrimidin-4-amine C[C@@H]1CN(C[C@@H](N1)C)C1=CC=CC(=N1)CNC=1C2=C(N=CN1)NC=C2C=2C=NN(C2)C(C)C